4-(4-(6-(((1R,3s,5S)-9-azabicyclo[3.3.1]nonan-3-yl)(methyl)amino)pyridazin-3-yl)-3-hydroxyphenyl)-1-methylpyridin [C@H]12CC(C[C@H](CCC1)N2)N(C2=CC=C(N=N2)C2=C(C=C(C=C2)C2=CCN(C=C2)C)O)C